C(C1=CC=CC=C1)N1C2C(CCCCCCN2CCC1)C 10-benzyl-8-methyl-1,10-diazabicyclo[7.4.0]tridecane